((4S,5S)-5-(2-aminophenyl)-2-methyl-1,3-dioxolan-4-yl)methyl sulfamate S(N)(OC[C@@H]1OC(O[C@H]1C1=C(C=CC=C1)N)C)(=O)=O